ClC1=CNC2=C(C=CC(=C12)Cl)NS(=O)(=O)C=1C=NN(C1)CCO N-(3,4-Dichloro-1H-indol-7-yl)-1-(2-hydroxyethyl)pyrazol-4-sulfonamid